2-ethyl-1,1,3,3-tetramethylisouronium C(C)OC(N(C)C)=[N+](C)C